2-[1,1'-Biphenyl]-4-yl-4-(3-chlorophenyl)-6-phenyl-1,3,5-triazin C1(=CC=C(C=C1)C1=NC(=NC(=N1)C1=CC(=CC=C1)Cl)C1=CC=CC=C1)C1=CC=CC=C1